2,4-diphenylquinazoline C1(=CC=CC=C1)C1=NC2=CC=CC=C2C(=N1)C1=CC=CC=C1